ClC1=C(C(=C(C=C1OC)OC)Cl)NC(N(C)C1=CC(=NC=N1)NC1=CC=C(C=C1)N1CCN(CC1)C(=O)OC(C)(C)C)=O tert-butyl 4-(4-((6-(3-(2,6-dichloro-3,5-dimethoxyphenyl)-1-methylureido)pyrimidin-4-yl)amino)phenyl)piperazine-1-carboxylate